OCCCCCOC1=NC=C(C#N)C=C1 6-((5-hydroxypentyl)oxy)nicotinonitrile